3-(2-(3-(4-methoxy-3-(1-methyl-1H-pyrazol-5-yl)phenyl)azetidin-1-yl)-2-oxoethyl)-pyrrolidine-1-carbonitrile COC1=C(C=C(C=C1)C1CN(C1)C(CC1CN(CC1)C#N)=O)C1=CC=NN1C